2-(N-ethylsulfamoyl)thiazole-4-carboxylic acid C(C)NS(=O)(=O)C=1SC=C(N1)C(=O)O